N-(4-(((2-((tetrahydro-2H-pyran-4-yl)amino)-8-(trifluoromethyl)pyrazolo[1,5-a][1,3,5]triazin-4-yl)amino)methyl)phenyl)propanamide O1CCC(CC1)NC1=NC=2N(C(=N1)NCC1=CC=C(C=C1)NC(CC)=O)N=CC2C(F)(F)F